OC12CCC(CC1)(C2)N2C(C1(C3=C2N=C(N=C3)NC=3C(=CC=2N(C3)N=CN2)C)CC1)=O 7'-(4-hydroxybicyclo[2.2.1]heptan-1-yl)-2'-((7-methyl-[1,2,4]triazolo[1,5-a]pyridin-6-yl)amino)spiro[cyclopropane-1,5'-pyrrolo[2,3-d]pyrimidin]-6'(7'H)-one